[(4R)-2,2-Dimethyl-1,3-dioxolan-4-yl]methanethiol CC1(OC[C@@H](O1)CS)C